N-p-aminophenyl-4-p-aminophenyl-(t-butoxycarbonyl)aminomethylpiperidine NC1=CC=C(C=C1)N1C(CC(CC1)C1=CC=C(C=C1)N)CNC(=O)OC(C)(C)C